methyl 3-((2-((tert-butoxycarbonyl)amino)ethyl)(6-(1-methyl-1H-pyrazol-4-yl)pyrazolo[1,5-a]pyridin-3-yl)amino)propanoate C(C)(C)(C)OC(=O)NCCN(CCC(=O)OC)C=1C=NN2C1C=CC(=C2)C=2C=NN(C2)C